naphthalene-1-Monoboronic acid C1(=CC=CC2=CC=CC=C12)B(O)O